NC1=C2C(=NC=N1)N(N=C2C2=CC=C(C=C2)NC(=O)C=2C(N(N=C(C2)C(C)C)C2=NC=C(C=C2)C)=O)CCO N-(4-(4-Amino-1-(2-hydroxyethyl)-1H-pyrazolo[3,4-d]pyrimidin-3-yl)phenyl)-6-isopropyl-2-(5-Methylpyridin-2-yl)-3-oxo-2,3-dihydropyridazine-4-carboxamide